BrC1=C(N=C(S1)NC(=O)N1CCOCC1)C1=CC(=CC=C1)C#N N-[5-bromo-4-(3-cyanophenyl)thiazol-2-yl]morpholine-4-carboxamide